S1C(=NC=C1)C1=CC=C(C=2N=C(OC21)N2CC1N(C(C2)C1)C(=O)OC(C)(C)C)OC(F)(F)F tert-Butyl 3-(7-(thiazol-2-yl)-4-(trifluoromethoxy)benzo[d]oxazol-2-yl)-3,6-diazabicyclo[3.1.1]heptane-6-carboxylate